BrC=1C(=C(C(=O)[O-])C=C(C1)CO[Si](C1=CC=CC=C1)(C1=CC=CC=C1)C(C)(C)C)O 3-bromo-5-(((tert-butyldiphenylsilyl)oxy)methyl)-2-hydroxybenzoate